2-(3-chloro-2-pyridinyl)-5-[[5-(trifluoromethyl)tetrazol-2-yl]methyl]pyrazole-3-carboxylic acid ClC=1C(=NC=CC1)N1N=C(C=C1C(=O)O)CN1N=C(N=N1)C(F)(F)F